CC(C)CCCCCCCC(CCCCCC(CCCCCCCCCCCCCCCCCC)C)C 2,10,16-Trimethyltetratriacontane